C1(CC1)CCC(=O)N 3-cyclopropylpropanamide